3-(5-((1R,4S)-2-benzyl-2-azabicyclo[2.2.2]octan-5-yl)-1-oxoisoindolin-2-yl)piperidine-2,6-dione C(C1=CC=CC=C1)N1[C@H]2CC([C@@H](C1)CC2)C=2C=C1CN(C(C1=CC2)=O)C2C(NC(CC2)=O)=O